tert-butyl 5-bromo-3-(4-(dimethylcarbamoyl) phenyl)-1H-pyrrolo[2,3-b]pyridine-1-carboxylate BrC=1C=C2C(=NC1)N(C=C2C2=CC=C(C=C2)C(N(C)C)=O)C(=O)OC(C)(C)C